N[C@@H](C(=O)O)CCCP(=O)(O)O d-2-amino-5-phosphonopentanoic acid